BrC=1SC(=C(N1)Br)C(CCO[Si](C)(C)C(C)(C)C)OC1OCCCC1 2,4-dibromo-5-[3-[(tert-butyldimethylsilyl)oxy]-1-(oxacyclohex-2-yloxy)propyl]-1,3-thiazole